Cl.FC1(O[C@H]([C@H](NC1([2H])[2H])CNC1=NC=C(C=C1)C(F)(F)F)C)F N-(((2S,3R)-6,6-Difluoro-2-methylmorpholin-3-yl-5,5-d2)methyl)-5-(trifluoromethyl)pyridin-2-amine hydrochloride